4-(3-fluoro-4-hydroxy-5-methoxybenzylidene)-1-methyl-5-oxo-4,5-dihydro-1H-imidazole-2-carboxamide FC=1C=C(C=C2N=C(N(C2=O)C)C(=O)N)C=C(C1O)OC